CC1=CC=C(N=N1)C=1SC=CN1 2-(6-methylpyridazin-3-yl)thiazole